5-methoxy-2-methyl-[1,2,4]triazolo[1,5-a]pyrimidin-6-amine COC1=NC=2N(C=C1N)N=C(N2)C